C[Si](CCOCN1N=NC2=C1CCC(C2)C(=O)OC)(C)C methyl 1-((2-(trimethylsilyl)ethoxy)methyl)-4,5,6,7-tetrahydro-1H-benzo[d][1,2,3]triazole-5-carboxylate